C(C)(C)C1=CC(=NN1C1=CC=C(C=C1)OC(F)(F)F)N1CCN(CC1)C(=O)OC(C)(C)C tert-butyl 4-[5-isopropyl-1-[4-(trifluoromethoxy)phenyl]pyrazol-3-yl]piperazine-1-carboxylate